1-(3-chloro-2-fluorobenzyl)-4-((3-fluoro-5-methyl-6-((5-methyl-1H-pyrazol-3-yl)amino)-4-(3-methyloxetan-3-yl)pyridin-2-yl)meth-yl)piperidine-4-carboxylic acid ClC=1C(=C(CN2CCC(CC2)(C(=O)O)CC2=NC(=C(C(=C2F)C2(COC2)C)C)NC2=NNC(=C2)C)C=CC1)F